BrC1=CC(=C(O[C@H](C(=O)O)CF)C=C1)C(CC)(F)F (2R)-2-[4-bromo-2-(1,1-difluoropropyl)phenoxy]-3-fluoropropionic acid